COC(CNC1=NC(=NC(=N1)NC1=CC=NC=C1)C1=CC=CC=C1)(C)C N2-(2-methoxy-2-methylpropyl)-6-phenyl-N4-(pyridin-4-yl)-1,3,5-triazine-2,4-diamine